C(C(=O)O)(=O)O.NCCC[C@H]1CC(N(C1)C(=O)OC(C)(C)C)(C)C.C(C)(C)(C)OC(=O)N1C(C[C@@H](C1)CCCN)(C)C tert-butyl (S)-4-(3-aminopropyl)-2,2-dimethylpyrrolidine-1-carboxylate hemioxalate